IC1=CN=C(N(C1=C=O)C)N1CCC2([C@@H]([C@@H](OC2)C)N[S@](=O)C(C)(C)C)CC1 (R)-N-((3S,4S)-8-(5-iodo-1-methyl-6-carbonyl-1,6-dihydropyrimidin-2-yl)-3-methyl-2-oxa-8-azaspiro[4.5]decan-4-yl)-2-methylpropan-2-sulfinamide